C(C)(C)(C)N1N=C(C(=C1)C(=O)O)CN[C@H](C(=O)N1C[C@]2(C[C@H]1C(N)=O)C(NC1=CC=CC=C12)=O)CC1CC1 (tert-butyl)-3-((((S)-1-((3R,5'S)-5'-carbamoyl-2-oxospiro[indol-3,3'-pyrrolidin]-1'-yl)-3-cyclopropyl-1-oxopropan-2-yl)amino)methyl)-1H-pyrazole-4-carboxylic acid